FC(C(=O)O)(F)F.[N+](=O)([O-])C=1N(C=CN1)CCN 2-(2-nitro-1H-imidazol-1-yl)ethylamine trifluoroacetate